(S)-4-(6-chloro-4-(difluoro(methylsulfonyl)methyl)pyridin-2-yl)-3-methylmorpholine ClC1=CC(=CC(=N1)N1[C@H](COCC1)C)C(S(=O)(=O)C)(F)F